[N+](#[C-])CCC1CCC(CC1)CC[N+]#[C-] 1,4-bis(isocyanoethyl)cyclohexane